Ethyl-(E)-(6-methoxy-1-indanylidene)acetate C(C)OC(/C=C/1\CCC2=CC=C(C=C12)OC)=O